1-(3-{2-[(4-{[6-(5-chloro-2-fluorophenyl)pyridazin-4-yl]amino}quinolin-7-yl)-oxy]ethyl}-1,3-diazinan-1-yl)ethan-1-one ClC=1C=CC(=C(C1)C1=CC(=CN=N1)NC1=CC=NC2=CC(=CC=C12)OCCN1CN(CCC1)C(C)=O)F